CSC=1N=C(C=2N=CN([C@H]3[C@H](O)[C@H](O)[C@@H](CO)O3)C2N1)NC 2-methylsulfanyl-N6-methyl-adenosine